(1S)-((S)-pyrrolidin-3-yl)-1-(4-fluorophenyl)-3,4-dihydroisoquinoline-2(1H)-carboxylate N1C[C@H](CC1)OC(=O)N1[C@H](C2=CC=CC=C2CC1)C1=CC=C(C=C1)F